N-(3-(2-chloro-5-((1R,3R)-2,2-dichloro-3-(3,4,5-trichlorophenyl)cyclopropane-1-carboxamido)benzoylamino)-2,6-difluorophenyl)tetrahydrofuran-2-carboxamide ClC1=C(C(=O)NC=2C(=C(C(=CC2)F)NC(=O)C2OCCC2)F)C=C(C=C1)NC(=O)[C@@H]1C([C@H]1C1=CC(=C(C(=C1)Cl)Cl)Cl)(Cl)Cl